OCC[NH+](CC)CC hydroxyethyl-diethylammonium